BrC1=C(C=C(C=N1)CN1CC(C1)C(C)(C)O)F 2-(1-((6-bromo-5-fluoropyridin-3-yl)methyl)azetidin-3-yl)propan-2-ol